FC=1C=CC(=NC1C1(COC1)F)N1N(C(C=2C1=NC(=NC2)NC=2C=C1CCNCC1=CC2)=O)C(C)C 1-(5-fluoro-6-(3-fluorooxetan-3-yl)pyridin-2-yl)-2-isopropyl-6-((1,2,3,4-tetrahydroisoquinolin-6-yl)amino)-1,2-dihydro-3H-pyrazolo[3,4-d]pyrimidin-3-one